Octyl (S)-2-((S)-2-((S)-4-amino-5-(octyloxy)-5-oxopentanamido)-6-diazo-5-oxohexanamido)-6-diazo-5-oxohexanoate N[C@@H](CCC(=O)N[C@H](C(=O)N[C@H](C(=O)OCCCCCCCC)CCC(C=[N+]=[N-])=O)CCC(C=[N+]=[N-])=O)C(=O)OCCCCCCCC